(2-fluorophenyl)-1,2-phenylenediamine FC1=C(C=CC=C1)NC1=C(C=CC=C1)N